C(C)(C)C=1CC[C@@H]2[C@]3(CCC[C@@]([C@@H]3CC=C2C1)(C)C(C([Se]C1=CC=CC=C1)[Se]C1=CC=CC=C1)=O)C 1-((1R,4aR,4bR,10aR)-7-Isopropyl-1,4a-dimethyl-1,2,3,4,4a,4b,5,6,10,10a-decahydrophenanthren-1-yl)-2,2-bis(phenylselanyl)ethan-1-one